N1(CCCCC1)C(=O)O[C@H](C(=O)N1C(OC[C@@H]1CC1=CC=CC=C1)=O)CC(C)(C)C tert-butyl-((S)-1-((S)-4-benzyl-2-oxooxazolidin-3-yl)-1-oxopropan-2-yl) piperidine-1-carboxylate